tert-butyl (S)-4-(1-(4-(3-(2,6-bis(benzyloxy)pyridin-3-yl)-1-methyl-1H-indazol-6-yl)piperazin-1-yl)ethyl)piperidine-1-carboxylate C(C1=CC=CC=C1)OC1=NC(=CC=C1C1=NN(C2=CC(=CC=C12)N1CCN(CC1)[C@@H](C)C1CCN(CC1)C(=O)OC(C)(C)C)C)OCC1=CC=CC=C1